Methyl (2S)-2-[[(2S)-2-(benzyloxycarbonylamino)-4-methyl-pentanoyl] amino]-3-[(3S)-2-oxopyrrolidin-3-yl]propanoate C(C1=CC=CC=C1)OC(=O)N[C@H](C(=O)N[C@H](C(=O)OC)C[C@H]1C(NCC1)=O)CC(C)C